tert-butyl (2S)-2-(cyanomethyl)-4-(2,6,8-trifluoro-7-(7-fluoro-3-(methoxymethoxy)-8-((triisopropylsilyl)ethynyl)naphth-1-yl)quinazolin-4-yl)piperazine-1-carboxylate C(#N)C[C@@H]1N(CCN(C1)C1=NC(=NC2=C(C(=C(C=C12)F)C1=CC(=CC2=CC=C(C(=C12)C#C[Si](C(C)C)(C(C)C)C(C)C)F)OCOC)F)F)C(=O)OC(C)(C)C